C(#N)C1(CC1)COC1=CC2=C(N(N=C2C=C1)C)C(=O)NC(CO)(CO)C 5-[(1-cyanocyclopropyl)methoxy]-N-(1,3-dihydroxy-2-methylpropan-2-yl)-2-methyl-2H-indazole-3-carboxamide